ClC1=CC=C(C=C1)CC(CC(=O)[O-])=O 4-(4-chlorophenyl)-3-oxobutanoate